C(C)(C)(C)OC(NC(C)C1=NC=NN1C1=NC=NC(=C1)C#N)=O {1-[1-(6-Cyanopyrimidin-4-yl)-1H-1,2,4-triazol-5-yl]ethyl}carbamic acid tert-butyl ester